(ethyl-1,1-d2)triphenylphosphine bromide [Br-].C(C)([2H])([2H])C1=C(C=CC=C1)P(C1=CC=CC=C1)C1=CC=CC=C1